ClC1=C2C=C(C3(C2=CC=C1F)CCC(CC3)(C(=O)OC)NC3=CC(=CC=C3)Cl)C[C@H](CO)C methyl (1r,4R)-4'-chloro-4-(3-chloroanilino)-5'-fluoro-2'-[(2R)-3-hydroxy-2-methylpropyl]spiro[cyclohexane-1,1'-indene]-4-carboxylate